CC(C(=O)OC[C@]1(O[C@H]([C@@H]([C@@H]1OC(C(C)C)=O)OC(C(C)C)=O)N1C(NC(C=C1)=O)=O)F)C [(2S,3S,4R,5R)-5-(2,4-dioxopyrimidin-1-yl)-2-fluoro-3,4-bis(2-methylpropanoyloxy)tetrahydrofuran-2-yl]methyl 2-methylpropanoate